N-(2-tert-butyl-5-methylbenzyl)-N-cyclopropyl-3-(difluoromethyl)-5-fluoro-1-methyl-1H-pyrazole-4-amide C(C)(C)(C)C1=C(CN(C(=O)C=2C(=NN(C2F)C)C(F)F)C2CC2)C=C(C=C1)C